C(CCCC(C([2H])([2H])[2H])([2H])[2H])OC1=NSN=C1C=1CN(CCC1)C 3-((hexyl-5,5,6,6,6-d5)oxy)-4-(1-methyl-1,2,5,6-tetrahydropyridin-3-yl)-1,2,5-thiadiazole